2,4-Dihydroxy-4'-n-propylbenzophenone OC1=C(C(=O)C2=CC=C(C=C2)CCC)C=CC(=C1)O